ClC1=CC=C(C=C1)C(CS(=O)(=O)C1=CC=C(C)C=C1)=O 1-(4-chlorophenyl)-2-p-toluenesulfonyl-ethanone